C(#N)C1(CC1)NS(=O)(=O)C1=CC=C2C3=C(NC2=C1)N=CN=C3C3=CCCCO3 N-(1-cyanocyclopropyl)-4-(3,4-dihydro-2H-pyran-6-yl)-9H-pyrimido[4,5-b]indole-7-sulfonamide